(3-(3-bromo-1H-pyrazol-1-yl)bicyclo[1.1.1]pentan-1-yl)methanol BrC1=NN(C=C1)C12CC(C1)(C2)CO